2-(4-((4-((5-cyclopropyl-1,3,4-thiadiazol-2-yl)amino)quinazolin-2-yl)amino)phenyl)acetonitrile C1(CC1)C1=NN=C(S1)NC1=NC(=NC2=CC=CC=C12)NC1=CC=C(C=C1)CC#N